(2-(3-(1-(4-amino-4-oxobutanoyl)piperidin-4-yl)-4-(5-fluoro-1-methyl-1H-indazol-6-yl)-1H-pyrazolo[3,4-b]pyridin-1-yl)acetyl)glycylglycine NC(CCC(=O)N1CCC(CC1)C1=NN(C2=NC=CC(=C21)C2=C(C=C1C=NN(C1=C2)C)F)CC(=O)NCC(=O)NCC(=O)O)=O